ClC1=C(NC2=CC(=CC=C2)CN2N=C3C(=C2C2=C(C=CC=C2)F)CN(C3)C)C=CC=C1 2-chloro-N-(3-((3-(2-fluorophenyl)-5-methyl-5,6-dihydropyrrolo[3,4-c]pyrazol-2(4H)-yl)methyl)phenyl)aniline